CC1=CC(NC=2N1C(=NN2)SCC2=CC=C(C=C2)[N+](=O)[O-])=O 5-methyl-3-[(4-nitrobenzyl)sulfanyl][1,2,4]triazolo[4,3-a]pyrimidin-7(8H)-one